CC(CO)(C)N 2-Methyl-2-Aminopropanol